OC1(CCN(CC1)C1CC(C1)OC1CCN(CC1)C(=O)OC(C)(C)C)C=1C=C(C(=CC1)C(=O)O)C(=O)O 4-{4-hydroxy-1-[(1r,3r)-3-{[1-(tert-butoxycarbonyl)piperidin-4-yl]oxy}cyclobutyl]piperidin-4-yl}benzene-1,2-dicarboxylic acid